4,4'-(3,4-dimethoxyphenylmethylene)bis(2-cyclohexyl-5-methylphenol) COC=1C=C(C=CC1OC)C(C1=CC(=C(C=C1C)O)C1CCCCC1)C1=CC(=C(C=C1C)O)C1CCCCC1